O=CCCCCCNC(OCCCC)=O butyl (6-oxohexyl)carbamate